NC=1C(NC(N(N1)C1=CC(=C(C(=C1)Cl)OC=1C=C2C(=CC(=NC2=CC1)C=1C=NC(=CC1)Cl)C)Cl)=O)=O 6-amino-2-(3,5-dichloro-4-((4-methyl-2-(6-chloropyridin-3-yl)quinolin-6-yl)oxy)phenyl)-1,2,4-triazine-3,5(2H,4H)-dione